5-chloro-2-cyanopyridin-3-yl 3-[4-(2-aminothiazol-4-yl)-1H-1,2,3-triazol-1-yl]-3-deoxy-2-O-ethyl-1-thio-alpha-D-galactopyranoside NC=1SC=C(N1)C=1N=NN(C1)[C@@H]1[C@H]([C@@H](SC=2C(=NC=C(C2)Cl)C#N)O[C@@H]([C@@H]1O)CO)OCC